FC(C=1C=C(C=CC1N1N=CC=C1)C1=NN(C(=C1C(=O)N)C1CC1)C1=CC=CN2C1=NC=CC2=O)(F)F (3-trifluoromethyl-4-(1H-pyrazol-1-yl)phenyl)-1-(4-oxo-4H-pyrido[1,2-a]pyrimidin-9-yl)-5-cyclopropyl-1H-pyrazole-4-carboxamide